(benzo[d][1,3]dioxol-5-yl)-4H-benzopyran-4-one O1COC2=C1C=CC(=C2)C=2OC1=C(C(C2)=O)C=CC=C1